C(C1=C(C(=CC(=C1)C)C1CCCCC1)O)C1=C(C(=CC(=C1)C)C1CCCCC1)O 2,2'-methylene-bis[6-cyclohexyl-4-methylphenol]